C(CC)OCOCCCC(CC(C)I)C 6-iodo-4-methylheptyl propoxymethyl ether